2-((3R,4S)-4-methyltetrahydrofuran-3-yl)isoindoline-1,3-dione C[C@H]1[C@H](COC1)N1C(C2=CC=CC=C2C1=O)=O